C(CCCCCCCCCCCCCCCCC)(=O)O[Si](C)(C)C Octadecanoic acid, trimethylsilyl ester